(R)-5-(3-aminopiperidin-1-yl)-N-(2-chloro-4-morpholinophenyl)pyrazolo[1,5-a]pyrimidine-3-carboxamide trifluoroacetate salt FC(C(=O)O)(F)F.N[C@H]1CN(CCC1)C1=NC=2N(C=C1)N=CC2C(=O)NC2=C(C=C(C=C2)N2CCOCC2)Cl